(1R,8S)-11-Oxa-tricyclo[6.2.1.02,7]undeca-2,4,6-triene-9-carboxylic acid (R)-1-phenyl-ethyl ester C1(=CC=CC=C1)[C@@H](C)OC(=O)C1[C@H]2C3=CC=CC=C3[C@@H](C1)O2